(6Z)-8-methoxy-6-methoxyimino-5,5-dimethyl-9-nitro-benzo[h]quinazolin-4-amine COC=1C(=CC2=C(\C(\C(C=3C(=NC=NC23)N)(C)C)=N/OC)C1)[N+](=O)[O-]